5-[[5-[(5-chloro-3-fluoro-2-pyridinyl)oxy]-4-methyl-3-pyridinyl]methyl]-N-(methylsulfamoyl)pyridin-2-amine ClC=1C=C(C(=NC1)OC=1C(=C(C=NC1)CC=1C=CC(=NC1)NS(NC)(=O)=O)C)F